N-(prop-2-yn-1-yl)-1H-imidazole-1-carboxamide C#CCNC(=O)N1C=CN=C1